FC(C(C(C(C(C(F)(F)F)(F)F)(F)F)(F)F)(F)F)(CCC)F 1-(perfluorohexyl)propane